(2r,6s)-2-cyclopropyl-6-(1-methylpyrazol-4-yl)-4-(p-toluenesulfonyl)morpholine C1(CC1)[C@@H]1CN(C[C@@H](O1)C=1C=NN(C1)C)S(=O)(=O)C1=CC=C(C)C=C1